4-fluoro-5-nitrobenzene-1,2-diamine FC=1C=C(C(=CC1[N+](=O)[O-])N)N